3-chloro-N-(2-(methylsulfonyl)ethyl)pyridineamide ClC=1C(=NC=CC1)C(=O)NCCS(=O)(=O)C